2,2'-(6-((carboxymethyl)(methyl)amino)-6-methyl-1,4-diazepane-1,4-diyl)diacetic acid C(=O)(O)CN(C1(CN(CCN(C1)CC(=O)O)CC(=O)O)C)C